N'-(5,6-difluoro-3,3,8-trimethyl-3,4-dihydroquinoxalin-2(1H)-ylidene)acetohydrazide FC1=C2NC(C(NC2=C(C=C1F)C)=NNC(C)=O)(C)C